5-chloro-3-((3,5-dichloro-phenylimino)meth-yl)-2-(isobutyryloxy)phenyl nicotinate C(C1=CN=CC=C1)(=O)OC1=C(C(=CC(=C1)Cl)C=NC1=CC(=CC(=C1)Cl)Cl)OC(C(C)C)=O